(3,4-epoxycyclohexyl)ethyl-ethyldimethoxysilane C1(CC2C(CC1)O2)CC[Si](OC)(OC)CC